C(\C(\C)=C/C(=O)[O-])(=O)[O-].C1(=C(C=CC=C1)[SH+]C1=C(C=CC=C1)C)C.C1(=C(C=CC=C1)[SH+]C1=C(C=CC=C1)C)C ditolyl-sulfonium citraconate